1-(6-((3R,4S)-3-hydroxypiperidin-4-yl)-1-methyl-1H-indazol-3-yl)dihydropyrimidine-2,4(1H,3H)-dione O[C@H]1CNCC[C@H]1C1=CC=C2C(=NN(C2=C1)C)N1C(NC(CC1)=O)=O